C1(CC1)CC(=O)NC(C(=O)O)CC 2-(2-cyclopropylacetamido)butanoic acid